CC1(CCC=C(C1)C(CCC=C)=O)C 1-(5,5-Dimethyl-1-cyclohexen-1-yl)-4-penten-1-on